C1=C(C=CC2=CC=CC=C12)C1=CC=C(C=C1)N(C1=CC=C(C(=C1)C1=CC=CC=C1)C1=CC=C(C=C1)C1=CC=CC=C1)C1=CC=C(C=C1)C1=CC2=CC=CC=C2C=C1 bis{4-(naphthalen-2-yl)phenyl}-(1,1':2',1'':4'',1'''-quaterphenyl-5'-yl)amine